4-fluorothiazol FC=1N=CSC1